2-{(3,4-Dimethoxybenzyl)[9-(4-propylphenyl)nonanoyl]amino}ethyl dihydrogen phosphate ammonium salt [NH4+].P(=O)(OCCN(C(CCCCCCCCC1=CC=C(C=C1)CCC)=O)CC1=CC(=C(C=C1)OC)OC)(O)O